1-(5-(4-(4-(6-((R)-2-(2,4-difluorophenyl)-1,1-difluoro-2-hydroxy-3-(1H-tetrazol-1-yl)propyl)pyridin-3-yl)phenyl)piperazin-1-yl)pyridin-2-yl)-3-methylbutan-1-ol FC1=C(C=CC(=C1)F)[C@](C(F)(F)C1=CC=C(C=N1)C1=CC=C(C=C1)N1CCN(CC1)C=1C=CC(=NC1)C(CC(C)C)O)(CN1N=NN=C1)O